C(C)(C)(C)OC(=O)N1CC2=CC(=CC(=C2C1)N1CCCC2=CC(=C(C=C12)C(F)F)C=1C=NN(C1)C)C(CN)CO 6-(1-amino-3-hydroxypropan-2-yl)-4-[7-(difluoromethyl)-6-(1-methylpyrazol-4-yl)-3,4-dihydro-2H-quinolin-1-yl]-1,3-dihydro-isoindole-2-carboxylic acid tert-butyl ester